ClC=1C=C(C=NC1C1OCCCC1)N 5-chloro-6-(tetrahydro-2H-pyran-2-yl)pyridin-3-amine